FC1(CCN(CC1)C1=NC2=CC(=C(C=C2C(=N1)NC1=NNC(=C1)CC)OC)OCCCN1CCCC1)F 2-(4,4-difluoropiperidin-1-yl)-N-(5-ethyl-1H-pyrazol-3-yl)-6-methoxy-7-(3-(pyrrolidin-1-yl)propoxy)quinazolin-4-amine